difluoromethyl-5-[4-[(3R)-3-ethylmorpholin-4-yl]-6-[(3R)-3-methylmorpholin-4-yl]-1,3,5-triazin-2-yl]pyridin-2-amine FC(F)C=1C(=NC=C(C1)C1=NC(=NC(=N1)N1[C@@H](COCC1)CC)N1[C@@H](COCC1)C)N